ClC=1C=C2C=C(NC2=CC1)C(=O)NCC1=CC=C(C(=O)NN(C(=O)OC(C)(C)C)CCC)C=C1 tert-butyl 2-(4-((5-chloro-1H-indole-2-carboxamido) methyl) benzoyl)-1-propylhydrazine-1-carboxylate